BrCCOC=1C=NC(=NC1)C1CC(CCC1)C(F)(F)F 5-(2-Bromoethoxy)-2-(3-(trifluoromethyl)cyclohexyl)pyrimidine